C(C)OC(C1=CC(=C(C(=C1)Cl)Br)Cl)=O 4-bromo-3,5-dichlorobenzoic acid ethyl ester